2-(7-azabicyclo[2.2.1]heptan-7-yl)-1-(1-(4-chlorophenyl)-2-methyl-5-(4-(methylsulfonyl)butyl)-1H-pyrrol-3-yl)ethan-1-one C12CCC(CC1)N2CC(=O)C2=C(N(C(=C2)CCCCS(=O)(=O)C)C2=CC=C(C=C2)Cl)C